C(=O)(OC(C)(C)C)NCCCC#C N-boc-4-pentyne-1-amine